C(C)O[Si](OC=1C=C(C=CC1NC(C1=CC=C(C=C1)N)=O)C1=CC(=C(C=C1)NC(C1=CC=C(C=C1)N)=O)O[Si](OCC)(OCC)OCC)(OCC)OCC 3,3'-bis(triethoxysiloxy)-4,4'-bis(4-aminobenzoyl-amino)biphenyl